CC(C(=O)OCCNC(=O)N1CCNCC1)=C 2-(piperazine-1-carbonylamino)ethyl 2-methylprop-2-enoate